CC1CN(C2=C(C1=C=O)NC(=C2)C(=O)NC=2C=NN(C2)C(=O)OC(C)(C)C)C(C)C2=CC=CC=C2 tert-butyl 4-(6-methyl-7-carbonyl-4-(1-phenylethyl)-6,7-dihydro-1H-pyrrolo[2,3]pyridin-2-carboxamido)-1H-pyrazol-1-carboxylate